P(=O)(OCCN(CC)CCCOC1=CC=C2C(=NC=NC2=C1)NC1=NNC(=C1)CC(=O)NC1=CC(=CC=C1)F)(O)O 2-[[3-({4-[(5-{2-[(3-fluorophenyl)amino]-2-oxoethyl}-1H-pyrazol-3-yl)amino]-quinazolin-7-yl}oxy)propyl](ethyl)amino]ethyl dihydrogen phosphate